NC=1C=2N(C=CN1)C=NC2C2=CC=C(C=C2)C(NC2=NC=CC=C2)=O 8-Amino-1-(4-(pyridin-2-ylcarbamoyl)phenyl)imidazo[1,5-a]pyrazin